3-isopropyl-5,6,7,8-tetrahydro-[1,2,4]triazolo[4,3-a]pyrazine C(C)(C)C1=NN=C2N1CCNC2